ClC1=CC(=C(C=N1)NC(=O)C1(CN(C1)CCC(C(=O)O)(C)C)C1=C(C=CC=C1)C(C)C)OCC 4-(3-((6-chloro-4-ethoxypyridin-3-yl)carbamoyl)-3-(2-isopropylphenyl)azetidin-1-yl)-2,2-dimethylbutyric acid